O=C1NCC2=C(C=CC=C12)N1CCNCC1 1-oxo-4-(piperazin-1-yl)isoindolin